N'-hydroxy-5-((4-(4-(trifluoromethyl)phenyl)oxazol-2-yl)amino)picolinimidamide ON=C(C1=NC=C(C=C1)NC=1OC=C(N1)C1=CC=C(C=C1)C(F)(F)F)N